6-methyl-3-[3-(trifluoromethyl)phenoxy]pyridazine-4-carboxylic acid CC1=CC(=C(N=N1)OC1=CC(=CC=C1)C(F)(F)F)C(=O)O